N-(2-Amino-4-(4-(trifluoromethyl)phenethyl)phenyl)-2,3-difluorooctanamid NC1=C(C=CC(=C1)CCC1=CC=C(C=C1)C(F)(F)F)NC(C(C(CCCCC)F)F)=O